(4-(4-amino-5-(4-((dimethyl-(oxo)-λ6-sulfanylidene)amino)phenyl)-7-methyl-7H-pyrrolo[2,3-d]pyrimidin-6-yl)phenyl)methacrylamide NC=1C2=C(N=CN1)N(C(=C2C2=CC=C(C=C2)N=S(=O)(C)C)C2=CC=C(C=C2)C=C(C(=O)N)C)C